ClC1=NC=C(C(=C1)C(=NO)N)OC1=CC(=CC=C1)C(F)(F)F 2-chloro-N'-hydroxy-5-[3-(trifluoromethyl)phenoxy]pyridine-4-carboxamidine